N-(3-(2-aminoquinazolin-6-yl)-2,4-difluorophenyl)-3-chloro-4-methoxybenzenesulfonamide NC1=NC2=CC=C(C=C2C=N1)C=1C(=C(C=CC1F)NS(=O)(=O)C1=CC(=C(C=C1)OC)Cl)F